C1(CC1)N1N=CC(=C1)[C@@H]1OCC[C@@H](C1)C1=NC2=NC(=C(N=C2C(=N1)SC)C)C 2-[(2R,4S)-2-(1-cyclopropylpyrazol-4-yl)tetrahydropyran-4-yl]-6,7-dimethyl-4-methylsulfanyl-pteridine